mesityl-propane tert-butyl-4-[[3-fluoro-5-hydroxy-4-(1,1,4-trioxo-1,2,5-thiadiazolidin-2-yl)phenyl]carbamoyl-amino]piperidine-1-carboxylate C(C)(C)(C)OC(=O)N1CCC(CC1)NC(NC1=CC(=C(C(=C1)O)N1S(NC(C1)=O)(=O)=O)F)=O.C1(=C(C(=CC(=C1)C)C)CCC)C